OC=1N=C(C=2N=CN([C@H]3[C@H](O)[C@H](O)[C@@H](CO)O3)C2N1)NC(N)=O 2-hydroxy-N-carbamoyladenosine